C(C1=CC=CC=C1)OC(=O)N1CCN(CC1)C(=O)[C@H]1N(C[C@@H](C1)O)C(=O)OC(C)(C)C |r| 4-[rac-(2s,4r)-1-tert-butoxycarbonyl-4-hydroxy-pyrrolidine-2-carbonyl]piperazine-1-carboxylic acid benzyl ester